2-((2S)-1-acryloyl-4-(2'-(((S)-1-methylpyrrolidin-2-yl)methoxy)-2,3,5',8'-tetrahydro-6'H-spiro[indene-1,7'-quinazolin]-4'-yl)piperazin-2-yl)acetonitrile C(C=C)(=O)N1[C@H](CN(CC1)C1=NC(=NC=2CC3(CCC12)CCC1=CC=CC=C13)OC[C@H]1N(CCC1)C)CC#N